BrC1=C(C(=C(C2=NN(N=C21)CC(C)C)Br)OC)OC 4,7-dibromo-2-isobutyl-5,6-dimethoxy-2H-benzo[d][1,2,3]triazole